(14E)-14,16-heptadecadienal C(CCCCCCCCCCCC\C=C\C=C)=O